Cl.N1(CCNCC1)C=1C=C2C(NC(C2=CC1)=O)=O 5-(piperazin-1-yl)isoindole-1,3-dione hydrochloride